Cl.Cl.OCCOC1=C(C=C(C=C1)N)N 4-(2-Hydroxyethoxy)-1,3-phenylenediamine dihydrochloride